C/C(=C(/CCCCCCC(C(=O)O)O)\C)/CCCCCCCC dimethylhydroxyoleic acid